N-(6-(difluoromethoxy)-4-fluoro-1-(1-methylcyclobutyl)-1H-benzo[d]imidazol-2-yl)-4,4,4-trifluoro-3,3-dimethylbutanamide FC(OC=1C=C(C2=C(N(C(=N2)NC(CC(C(F)(F)F)(C)C)=O)C2(CCC2)C)C1)F)F